2-[4-(4-nitrophenyl)piperazin-1-yl]-N-(pyridin-2-yl)acetamide [N+](=O)([O-])C1=CC=C(C=C1)N1CCN(CC1)CC(=O)NC1=NC=CC=C1